C(C)(C)(C)OC(=O)N1C2=CC=CC=3C=C(N(C(C1)C)C32)C=O 2-formyl-11-methyl-1,9-diazatricyclo[6.3.1.04,12]dodeca-2,4(12),5,7-tetraene-9-carboxylic acid tert-butyl ester